ClC=1C=C(NCC(C(=O)OC(C)(C)C)=C)C=CC1C tert-butyl 2-[(3-chloro-4-methyl-anilino)methyl]prop-2-enoate